2-((3S,4R)-3-aminotetrahydro-2H-pyran-4-yl)-5-chloro-N-(thiophen-2-ylmethyl)-3-vinylthieno[3,2-b]pyridin-7-amine formate C(=O)O.N[C@@H]1COCC[C@H]1C1=C(C2=NC(=CC(=C2S1)NCC=1SC=CC1)Cl)C=C